rac-tert-butyl 2-{6-bromoimidazo[1,2-a]pyridin-2-yl}-4-methylpyrrolidine-1-carboxylate BrC=1C=CC=2N(C1)C=C(N2)C2N(CC(C2)C)C(=O)OC(C)(C)C